FC(C1=CC=C(C=N1)NC=1C=CC(=NC1)C1=CC=C(C=C1)C1CCC(CC1)CC(=O)O)(F)F (4-{4-[5-(6-trifluoromethyl-pyridin-3-ylamino)-pyridin-2-yl]-phenyl}-cyclohexyl)-acetic acid